C(C)OC(CC(=CC)O[Si](C)(C)C(C)(C)C)=O 3-tert-butyldimethylsilyloxy-pent-3-enoic acid ethyl ester